C(C1CC(C(=O)O)CCC1)(=O)O hexahydroisophthalic acid